tert-butyl (2S)-2-[[(2,3-dichloro-6-hydroxyphenyl)(pyridin-4-yl)methyl]carbamoyl]pyrrolidine-1-carboxylate ClC1=C(C(=CC=C1Cl)O)C(C1=CC=NC=C1)NC(=O)[C@H]1N(CCC1)C(=O)OC(C)(C)C